ClC1=C(C=C(CCC2(CN(CCC2)C2=CC(=C(C(=C2)F)S(=O)(=O)N(C2=NC=NC=C2)CC2=C(C=C(C=C2)OC)OC)F)N(C)C)C=C1)C(F)(F)F 4-(3-(4-Chloro-3-(trifluoromethyl)phenethyl)-3-(dimethylamino)piperidin-1-yl)-N-(2,4-dimethoxybenzyl)-2,6-difluoro-N-(pyrimidin-4-yl)benzenesulfonamide